methyl 3-bromo-1-(4-(4-methylpiperazin-1-yl)phenyl)-1H-pyrazole-5-carboxylate BrC1=NN(C(=C1)C(=O)OC)C1=CC=C(C=C1)N1CCN(CC1)C